N-(3-bromobenzyl)ethanesulfonamide BrC=1C=C(CNS(=O)(=O)CC)C=CC1